[N+](=O)([O-])C=1C=C(C=CC1)OC(=O)C1=CNC=C(C1)C(=O)[O-] (3-nitrophenyl)-1,4-dihydropyridine-3,5-dicarboxylate